CN(C1=CC=C(C=C1)C1=NC2=C(N1)C=CC(=C2)NC(C=CC2=CC=C(C=C2)O)=O)C N-(2-(4-(dimethylamino)phenyl)-1H-benzo[d]imidazol-5-yl)-3-(4-hydroxyphenyl)propenamide